O=C1NCCCC1C(=O)O 2-oxopiperidine-3-carboxylic acid